phenyl(phenylbenzimidazolyl)indolocarbazole C1(=CC=CC=C1)C=1C(=C2C(=CC1)N=C1C=CC3=C4C=CC=CC4=NC3=C12)C=1NC2=C(N1)C=CC=C2C2=CC=CC=C2